The molecule is an alcohol that consists of cyclohexane bearing a single hydroxy substituent. The parent of the class of cyclohexanols. It has a role as a solvent. It is a secondary alcohol and a member of cyclohexanols. C1CCC(CC1)O